C(C)(C)(C)[C@@H]1CC=2C=C3C(=NC2CC1)SC(=N3)C(=O)N[C@H](CC[NH+]3CCC(CC3)O)C3=CC=C(C=C3)C=3C=NNC3 (7S)-7-tert-butyl-N-[(1R)-3-(4-hydroxypiperidin-1-ium-1-yl)-1-[4-(1H-pyrazol-4-yl)phenyl]propyl]-5,6,7,8-tetrahydrothiazolo[5,4-b]quinoline-2-carboxamide